tin chloride tetrahydrate O.O.O.O.[Sn](Cl)(Cl)(Cl)Cl